di-tert-butyl 2-(2-methylallyl)-malonate CC(CC(C(=O)OC(C)(C)C)C(=O)OC(C)(C)C)=C